1-(4-(6-chloro-7-(2,4-difluoro-5-hydroxy-phenyl)quinazolin-4-yl)piperazin-1-yl)prop-2-en-1-one ClC=1C=C2C(=NC=NC2=CC1C1=C(C=C(C(=C1)O)F)F)N1CCN(CC1)C(C=C)=O